10-Bromo-2-(4-methoxyphenyl)[1,2,4]triazolo[1,5-c]quinazolin-5(6H)-one BrC=1C=2C=3N(C(NC2C=CC1)=O)N=C(N3)C3=CC=C(C=C3)OC